NC=1C(NC(N(N1)C1=CC(=C(C(=C1)Cl)OC1=NNC(C=2C3CCC(C12)C3)=O)Cl)=O)=O 6-amino-2-(3,5-dichloro-4-((4-oxo-3,4,5,6,7,8-hexahydro-5,8-methanophthalazin-1-yl)oxy)phenyl)-1,2,4-triazine-3,5(2H,4H)-dione